NC1=NC=NN2C1=C(C=C2C2=NN(C=C2)C(F)F)C2=CC(=C(C=C2)NC(OC(C)(C)C)=O)OC tert-Butyl (4-(4-amino-7-(1-(difluoromethyl)-1H-pyrazol-3-yl)pyrrolo[2,1-F][1,2,4]triazin-5-yl)-2-methoxyphenyl)carbamate